N-((3S,4R,5R,6R)-4,5-dihydroxy-6-(methoxymethyl)tetrahydro-2H-pyran-3-yl)acetamide O[C@@H]1[C@H](CO[C@@H]([C@@H]1O)COC)NC(C)=O